tris((1E,4E)-1,5-diphenyl-penta-1,4-dien-3-one) dipalladium [Pd].[Pd].C1(=CC=CC=C1)\C=C\C(\C=C\C1=CC=CC=C1)=O.C1(=CC=CC=C1)\C=C\C(\C=C\C1=CC=CC=C1)=O.C1(=CC=CC=C1)\C=C\C(\C=C\C1=CC=CC=C1)=O